C(CC)SC=1NC(C2=C(N1)NC(CC2C2=CC=C(C=C2)N2CCCCC2)=O)=O 2-propylmercapto-5-(4-(piperidin-1-yl)phenyl)-5,8-dihydropyrido[2,3-d]pyrimidin-4,7(3H,6H)-dione